ClC=1N=C(C=2NC=3C=C(C=C(C3C2N1)F)F)N1CCC(CC1)CP(OC)(OC)=O dimethyl ((1-(2-chloro-7,9-difluoro-5H-pyrimido[5,4-b]indol-4-yl)piperidin-4-yl)methyl)phosphonate